ICC(C)I 1,2-Di-iodopropane